C(C1=CC=CC=C1)N1N=C(N=C1)C(=O)NC1C(N(C=2N(CC1)N=C(C2)CO)C)=O 1-benzyl-N-[2-(hydroxymethyl)-4-methyl-5-oxo-7,8-dihydro-6H-pyrazolo[1,5-a][1,3]diazepin-6-yl]-1,2,4-triazole-3-carboxamide